6-(2,4-dimethyl-1,3-thiazol-5-yl)-2-[[1-(5-methylpyrimidin-2-yl)piperidin-4-yl]methyl]pyridazin-3-one CC=1SC(=C(N1)C)C=1C=CC(N(N1)CC1CCN(CC1)C1=NC=C(C=N1)C)=O